phenanthro[8,8a-b]oxetan-2-ol C1=C(C=CC=2C3=CC=CC4OCC43C=CC12)O